(1S,2S)-2-fluoro-N-(7-(6-(2-hydroxybutan-2-yl)-4-methylpyridin-3-yl)-2,6-naphthyridin-3-yl)cyclopropane-1-carboxamide F[C@@H]1[C@@H](C1)C(=O)NC=1N=CC2=CC(=NC=C2C1)C=1C=NC(=CC1C)C(C)(CC)O